4-cyclohexenyl-2-methoxy-1-((2-(trimethylsilyl)ethoxy)methyl)-1H-imidazole C1(=CCCCC1)C=1N=C(N(C1)COCC[Si](C)(C)C)OC